NC1=C(C=C(C=C1)C1(CCN(CC1)C(=O)OC(C)(C)C)C(=O)OC)NC 1-Tert-butyl 4-methyl 4-[4-amino-3-(methylamino)phenyl]piperidine-1,4-dicarboxylate